7-bromo-6-chloro-4-ethylsulfanyl-8-fluoro-quinazoline BrC1=C(C=C2C(=NC=NC2=C1F)SCC)Cl